NC1=NC(=C(C(=N1)NCCCC)CC1=C(C=C(CN(CC(=O)O)CC)C=C1)OC)C 2-((4-((2-amino-4-(butylamino)-6-methylpyrimidin-5-yl)methyl)-3-methoxybenzyl)(ethyl)amino)acetic acid